(8R,9aS)-8-hydroxy-3-nitro-8,9,9a,10-tetrahydro-5H,7H-pyrido[3,2-f]pyrrolo[2,1-c][1,4]oxazepin-5-one O[C@@H]1C[C@H]2COC3=C(C(N2C1)=O)C=C(C=N3)[N+](=O)[O-]